[Cl-].C(C)(C)N1CN(C=C1)C 1-isopropyl-3-methylimidazole chloride salt